C(C)(C)(C)OC(=O)N1C(C2=CC=CC=C2C(C1)C=1C=NN(C1)C)C tert-butyl-1-methyl-4-(1-methylpyrazol-4-yl)-3,4-dihydro-1H-isoquinoline-2-carboxylate